fluoro-N-{3-methoxy-6-[3-(4-methoxyphenyl)-1H-7-azaindazol-5-yl]pyridin-2-yl}-N-propylbenzenesulfonamide FC1=C(C=CC=C1)S(=O)(=O)N(CCC)C1=NC(=CC=C1OC)C=1C=C2C(=NNC2=NC1)C1=CC=C(C=C1)OC